C(C)(C)(C)OC(=O)N1[C@@H](CN(CC1)C1=NC=C(N=C1)N=C(C1=CC=CC=C1)C1=CC=CC=C1)C (2R)-4-(5-(diphenylmethyleneamino)pyrazin-2-yl)-2-methyl-piperazine-1-carboxylic acid tert-butyl ester